BrCCC1CCN(CC1)C(=O)OC(C)(C)C 2-methylpropane-2-yl 4-(2-bromoethyl)piperidine-1-carboxylate